FC1=C(C=NC(=C1)OCC[Si](C)(C)C)N1C(=NC2=C(C1=O)SC=N2)SCC2=C(C=C(C=C2F)F)F 6-(4-fluoro-6-(2-(trimethylsilyl)ethoxy)pyridin-3-yl)-5-((2,4,6-trifluorobenzyl)thio)thiazolo[4,5-d]-pyrimidin-7(6H)-one